N-[(3R,4R)-1-benzyl-4-methyl-3-piperidyl]-N-methyl-7H-pyrrolo[2,3-d]pyrimidine-amine C(C1=CC=CC=C1)N1C[C@@H]([C@@H](CC1)C)N(C=1N=CC2=C(N1)NC=C2)C